FC1=C(C=CC2=C1C=CO2)CC(C)NC 1-(4-fluorobenzofuran-5-yl)N-methylpropan-2-amine